(R)-2-amino-3-(3-(2-ethyl-4-(trifluoromethyl)pyridin-3-yl)-5-fluorobenzamido)propanoic acid N[C@@H](C(=O)O)CNC(C1=CC(=CC(=C1)F)C=1C(=NC=CC1C(F)(F)F)CC)=O